NC1=C2C(=NC=N1)N(N=C2C2=CC=C(C=C2)OC2=CC=CC=C2)C2CCN(CC2)CC2=C(C=CC=C2F)C2C(NC(CC2)=O)=O 3-(2-((4-(4-amino-3-(4-phenoxyphenyl)-1H-pyrazolo[3,4-d]pyrimidin-1-yl)piperidin-1-yl)methyl)-3-fluorophenyl)piperidine-2,6-dione